3-deoxy-arabino-heptulosonate C(C(=O)C[C@@H](O)[C@H](O)[C@H](O)CO)(=O)[O-]